N[C@H](C(=O)O)CCC(NCCCNC)=O (2S)-2-amino-4-{[3-(methylamino)propyl]carbamoyl}butanoic acid